F[C@@H]1[C@@H]([C@]2(CN([C@@]1(C2)C)C)C)N(C2=CC=C(N=N2)C2=C(C=C(C=C2)N2C=NC=C2)O)C 2-(6-(((1R,4R,5R,6R)-6-fluoro-1,2,4-trimethyl-2-azabicyclo[2.2.1]heptan-5-yl)(methyl)amino)pyridazin-3-yl)-5-(1H-imidazol-1-yl)phenol